1-methyl-N-(2-(4,4,5,5-tetramethyl-1,3,2-dioxaborolan-2-yl)phenyl)cyclopropane-1-carboxamide CC1(CC1)C(=O)NC1=C(C=CC=C1)B1OC(C(O1)(C)C)(C)C